N-(1-(6-(3-fluoroazetidin-3-yl)pyridin-2-yl)-3-methyl-1H-pyrazolo[4,3-c]pyridin-6-yl)acetamide FC1(CNC1)C1=CC=CC(=N1)N1N=C(C=2C=NC(=CC21)NC(C)=O)C